FC(S(=O)(=O)OC1=C(C=CC(=C1)C1=NC(=CC=C1NC(C)C=1C=C(C=C2C(C(=C(OC12)C(C)C)C)=O)C)Cl)C=O)(F)F 5-(6-chloro-3-((1-(2-isopropyl-3,6-dimethyl-4-oxo-4H-chromen-8-yl) ethyl)amino)pyridin-2-yl)-2-formylphenyl trifluoromethanesulfonate